6-Cyclopropyl-4-(dimethylamino)-N-(2-ethoxyphenyl)sulfonyl-benzofuran-2-carboxamide C1(CC1)C1=CC2=C(C=C(O2)C(=O)NS(=O)(=O)C2=C(C=CC=C2)OCC)C(=C1)N(C)C